FC(C1=C(C=C2CCCN(C2=C1)C1=NC(=C2C=C(C(N(C2=C1)C)=O)C)N1CCOCC1)C=1C=NN(C1)C)F 7-(7-(difluoromethyl)-6-(1-methyl-1H-pyrazol-4-yl)-3,4-dihydroquinolin-1(2H)-yl)-1,3-dimethyl-5-morpholino-1,6-naphthyridin-2(1H)-one